CS(=O)(=O)[O-].C[NH+]1C=CC=C1 N-Methylpyrrolium methansulfonat